C(C=C)(=O)OCCC1=C(C(C(=O)O)=CC(=C1C(=O)O)C(=O)O)C(=O)O acryloxyethyl-pyromellitic acid